CC1=NN2C(N(C([C@H](CC2)NC(=O)C2=NN(C=N2)[C@@H](C)C2=CC=CC=C2)=O)C)=C1 N-((S)-2,4-dimethyl-5-oxo-5,6,7,8-tetrahydro-4H-pyrazolo[1,5-a][1,3]diazepin-6-yl)-1-((S)-1-phenylethyl)-1H-1,2,4-triazole-3-carboxamide